(3R)-3-amino-8-fluoro-5-[(4-fluorophenyl)methyl]-1-oxo-7-[5-(1,2,2,2-tetrafluoro-1-methoxy-ethyl)-1,2,4-oxadiazol-3-yl]-2,3-dihydro-1lambda4,5-benzothiazepin-4-one N[C@H]1CS(C2=C(N(C1=O)CC1=CC=C(C=C1)F)C=C(C(=C2)F)C2=NOC(=N2)C(C(F)(F)F)(OC)F)=O